COC(=O)C1=CC2=CC=C(C=C2C=C1)C(CC)=O 6-propionyl-2-naphthoic acid methyl ester